N-(5-(4-(1H-Indol-1-yl)pyrimidin-2-ylamino)-2-(3-(dimethylamino)azetidin-1-yl)-4-methoxyphenyl)acrylamide N1(C=CC2=CC=CC=C12)C1=NC(=NC=C1)NC=1C(=CC(=C(C1)NC(C=C)=O)N1CC(C1)N(C)C)OC